2-((4-(((3-(dimethylamino)propoxy)carbonyl)oxy)hexadecyl)oxy)propane CN(CCCOC(=O)OC(CCCOC(C)C)CCCCCCCCCCCC)C